ClC=1C=C2C(=NC(=NC2=C(C1C1=CC(=CC2=CC=CC=C12)OCOC)F)N1CC(C1)N(C)C)C12CCN(CC2C1)C(=O)[O-] 6-((R or S)-6-chloro-2-(3-(dimethylamino)azetidin-1-yl)-8-fluoro-7-(3-(methoxymethoxy)naphthalen-1-yl)quinazolin-4-yl)-3-azabicyclo[4.1.0]heptan-3-carboxylate